2-methyl-1-(1,1,2,2-tetrafluoroethoxy)propane CC(COC(C(F)F)(F)F)C